C1(=CC=CC=C1)C1CCC2=NN(N=C21)C=2C=CC=NC2 5-(4-Phenyl-5,6-dihydrocyclopenta[d][1,2,3]triazol-2(4H)-yl)pyridine